Cl.[Na] sodium monohydrogen chloride